BrC1=CC2=C(N=C(S2)C2=CC=CC=C2)C=C1 6-Bromo-2-phenylbenzothiazole